FC(C(C)OC1OC(C2=CC=CC=C12)=O)(F)F (1,1,1-trifluoropropan-2-yl)oxylisobenzofuran-1(3H)-one